Cl.Cl.ClC=1C=C(C=CC1)N1CCN(CC1)CC[C@@H]1OC(C2(C1)CCN(CC2)C(CN)=O)=O (R)-3-(2-(4-(3-chlorophenyl)piperazin-1-yl)ethyl)-8-glycyl-2-oxa-8-azaspiro[4.5]decan-1-one dihydrochloride